(5Z)-5-[[1-(4-chlorophenyl)pyrazol-3-yl]methylene]-2-thioxo-thiazolidin-4-one ClC1=CC=C(C=C1)N1N=C(C=C1)\C=C/1\C(NC(S1)=S)=O